nitrogen antimony [Sb].[N]